C(CC)N[C@H]1[C@H](CC1)C1=C(C=C(C=C1)Cl)Cl cis-N-propyl-2-(2,4-dichlorophenyl)cyclobutane-1-amine